C(N)(OCC1N(CCC1)C1=NC2=C(C(=CC=C2C(=C1)N1C=NC=C1)Cl)Cl)=O ((1-(7,8-Dichloro-4-(1H-Imidazol-1-Yl) Quinolin-2-Yl) Pyrrolidin-2-Yl)Methyl) Carbamate